CC1=CC=C(C=C1)N1C(NC(C(=C1)C(=O)O)=O)=O (4-methylphenyl)-2,4-dioxo-1,2,3,4-tetrahydropyrimidine-5-carboxylic acid